COC1=C(C=CC(=C1)C=1C=NN(C1)C)NC=1N=CC2=C(N1)C(=NC=C2)NCC(CO)(C)C 3-((2-((2-methoxy-4-(1-methyl-1H-pyrazol-4-yl)phenyl)amino)pyrido[3,4-d]pyrimidin-8-yl)amino)-2,2-dimethylpropan-1-ol